4-ethyl-2-methyloxazole-5-carboxylic thioanhydride C(C)C=1N=C(OC1C(=O)SC(=O)C1=C(N=C(O1)C)CC)C